(2R,3R,4R,5S)-3,4,5-tris(benzyloxy)-1-(3-chloro-2-fluorophenethyl)-2-methylpiperidine C(C1=CC=CC=C1)O[C@@H]1[C@H](N(C[C@@H]([C@H]1OCC1=CC=CC=C1)OCC1=CC=CC=C1)CCC1=C(C(=CC=C1)Cl)F)C